C(C)(C)(C)C1=CC=C(C=C1)NC1CCC(CC1)O 4-[(4-tert-butylphenyl)amino]cyclohexan-1-ol